BrC=1C=C(C=CC1F)[C@@H]1N(C(OC1)(C)C)C(=O)OC(C)(C)C tert-butyl (S)-4-(3-bromo-4-fluorophenyl)-2,2-dimethyloxazolidine-3-carboxylate